2-[(6S)-6-[[4-(trifluoromethylsulfonyl)phenyl]methyl]-2-azaspiro[3.4]octane-2-carbonyl]-8-oxa-2,5-diazaspiro[3.5]nonan-6-one FC(S(=O)(=O)C1=CC=C(C=C1)C[C@H]1CC2(CN(C2)C(=O)N2CC3(C2)NC(COC3)=O)CC1)(F)F